NC1=NC(N(N=C1)[C@@H]1O[C@@H]([C@H]2OC(O[C@H]21)(C)C)CO)=O 5-AMINO-2-((3AR,4R,6R,6AR)-6-(HYDROXYMETHYL)-2,2-DIMETHYLTETRAHYDROFURO[3,4-D][1,3]DIOXOL-4-YL)-1,2,4-TRIAZIN-3(2H)-ONE